NC1=CC(=NN1C)C1=C2C=CC(=NC2=C(C=C1)C)C(=O)O 5-(5-amino-1-methyl-1H-pyrazol-3-yl)-8-methylquinoline-2-carboxylic acid